N[C@H](C(=O)NC1=C(C2=C(S1)CC=CCC2)C(C2=C(C=CC=C2F)F)=O)C (2S)-2-amino-N-[3-(2,6-difluorobenzoyl)-5,8-dihydro-4H-cyclohepta[b]thiophen-2-yl]propanamide